ONC(C1=CC=C(C=C1)CN1N=C(C=C1C=1C=C2C(N(C=NC2=CC1)C)=O)C1=C(C=CC=C1)OC)=O N-hydroxy-4-{[5-(3-methyl-4-oxo-3,4-dihydro-quinazolin-6-yl)-3-(2-methoxyphenyl)-1H-pyrazol-1-yl]methyl}benzamide